(allylthio)dibenzo[b,f][1,4]oxazepine C(C=C)SC1=CC=CC2=C1C=NC1=C(O2)C=CC=C1